NC([C@H]([C@@H](C)O)NC(=O)[C@H]1N(CCC1)C(=O)[C@H]1N(C[C@@H](C1)OCCOCCOCCOCCN=[N+]=[N-])C(=O)OC(C)(C)C)=O tert-butyl (2S,4R)-2-((S)-2-(((2S,3R)-1-amino-3-hydroxy-1-oxobutan-2-yl)carbamoyl) pyrrolidine-1-carbonyl)-4-(2-(2-(2-(2-azidoethoxy)ethoxy)ethoxy)ethoxy)pyrrolidine-1-carboxylate